(4-(2,3-difluoro-4-(1H-pyrazol-4-yl)phenyl)-3-methylpiperazin-1-yl)(pyrrolidin-1-yl)methanone FC1=C(C=CC(=C1F)C=1C=NNC1)N1C(CN(CC1)C(=O)N1CCCC1)C